(((4S,5R)-4,5-dimethyl-5-(trifluoromethyl)-4,5-dihydrofuran-2-yl)oxy)trimethylsilane C[C@H]1C=C(O[C@]1(C(F)(F)F)C)O[Si](C)(C)C